methyl (Z)-2-[5-(4-cyclohexyltriazol-2-yl)-2-methyl-phenoxy]-3-methoxy-prop-2-enoate C1(CCCCC1)C1=NN(N=C1)C=1C=CC(=C(O\C(\C(=O)OC)=C/OC)C1)C